hydroxy-2,2-dimethylpropanol OC(C(C)(C)C)O